(7S)-1-[(2R)-4-(6-amino-4-methoxypyridin-3-yl)-1-(5-phenoxypyridine-2-carbonyl)piperazin-2-yl]ethan-1-ol NC1=CC(=C(C=N1)N1C[C@@H](N(CC1)C(=O)C1=NC=C(C=C1)OC1=CC=CC=C1)C(C)O)OC